COCCCOCC 1-methoxy-3-ethoxypropane